C(C)OC(C1=C(N=CC=C1)C(NCC1=CC=CC=C1)=O)=O ethyl-2-(benzylcarbamoyl)nicotinate